(2R,4S)-1-[7-chloro-1,2,3,4-tetrahydronaphthalen-2-yl]-4-{[4-(3-methanesulfonylpropanesulfonyl)phenoxy]methyl}-2-methylpyrrolidine ClC1=CC=C2CCC(CC2=C1)N1[C@@H](C[C@@H](C1)COC1=CC=C(C=C1)S(=O)(=O)CCCS(=O)(=O)C)C